distearyl-pentaerythritol tetrakis(3-laurylthiopropionate) C(CCCCCCCCCCC)CCC(=S)OC(C(COC(CCCCCCCCCCCCCC)=S)(COC(CCCCCCCCCCCCCC)=S)COC(CCCCCCCCCCCCCC)=S)(CCCCCCCCCCCCCCCCCC)CCCCCCCCCCCCCCCCCC